CN1N=C(C=C1)C1=CC(=C(C(=O)N[C@@H]2CNCC[C@H]2C2=CC(=C(C=C2)F)F)C(=C1)F)F 4-(1-methyl-1H-pyrazole-yl)-N-((3S,4S)-4-(3,4-difluorophenyl)piperidin-3-yl)-2,6-difluorobenzamide